1-((2-(2,6-Dioxopiperidin-3-yl)-1-oxoisoindolin-5-yl)methyl)-3-(3-(4-phenylpiperidin-1-yl)phenyl)urea O=C1NC(CCC1N1C(C2=CC=C(C=C2C1)CNC(=O)NC1=CC(=CC=C1)N1CCC(CC1)C1=CC=CC=C1)=O)=O